2-((5-(5-Ethyl-2,5-diazabicyclo[2.2.1]heptan-2-yl)pyridin-2-yl)amino)-5-fluoropyrimidin C(C)N1C2CN(C(C1)C2)C=2C=CC(=NC2)NC2=NC=C(C=N2)F